ClC=1C=C(CNC2=NC(=NC=C2C(=O)OCC)SC)C=CC1OC 4-(3-chloro-4-methoxybenzylamino)-5-ethoxycarbonyl-2-methylthiopyrimidine